(E)-5-bromo-4-((1-(Hydroxyamino)ethylidene)amino)pyrimidine-2-carboxylic acid methyl ester COC(=O)C1=NC=C(C(=N1)/N=C(\C)/NO)Br